2-[2-[2-[2-(4-methylphenyl)sulfonyl-oxyethoxy]ethoxy]ethoxy]ethyl 4-methylbenzenesulfonate CC1=CC=C(C=C1)S(=O)(=O)OCCOCCOCCOCCOS(=O)(=O)C1=CC=C(C=C1)C